6-(1,1-difluoroethyl)-N-[2-[4-(hydroxymethyl)cyclohexyl]-6-(2-hydroxy-2-methyl-propoxy)indazol-5-yl]pyridine-2-carboxamide FC(C)(F)C1=CC=CC(=N1)C(=O)NC1=CC2=CN(N=C2C=C1OCC(C)(C)O)C1CCC(CC1)CO